C(#N)CCN(C(=O)C=1N=C(C=2N(C1)C(=CN2)C=2C=CC(=NC2)NC(OC)=O)C)C2=CC(=C(C=C2)F)OC methyl N-[5-[6-[2-cyanoethyl-(4-fluoro-3-methoxy-phenyl)carbamoyl]-8-methyl-imidazo[1,2-a]pyrazin-3-yl]-2-pyridyl]carbamate